bis(2,4-cyclopentadienyl)bis[2,6-difluoro-3-(1H-pyrrol-1-yl)phenyl]titanium (IV) C1(C=CC=C1)[Ti](C1=C(C(=CC=C1F)N1C=CC=C1)F)(C1=C(C(=CC=C1F)N1C=CC=C1)F)C1C=CC=C1